2-(4-chloro-3-fluorophenoxy)acetamide ClC1=C(C=C(OCC(=O)N)C=C1)F